4-((4-(2-Isopropyloxazol-4-yl)pyridin-2-yl)((4-(4-methoxy-3-methylphenyl)bicyclo[2.2.2]octan-1-yl)methyl)carbamoyl)(trans-cyclohexyl) 3-(hydroxymethyl)azetidine-1-carboxylate OCC1CN(C1)C(=O)O[C@@H]1CC[C@H](CC1)C(N(CC12CCC(CC1)(CC2)C2=CC(=C(C=C2)OC)C)C2=NC=CC(=C2)C=2N=C(OC2)C(C)C)=O